N,N-diethyl-2-fluoro-4-(7-((3-(pyrrolidin-1-yl)propyl)amino)thieno[3,2-b]pyridin-5-yl)benzamide C(C)N(C(C1=C(C=C(C=C1)C1=CC(=C2C(=N1)C=CS2)NCCCN2CCCC2)F)=O)CC